FC1=C(COC2=CC=CC(=N2)C2CCN(CC2)C(=O)[O-])C=CC(=C1)I 4-(6-((2-fluoro-4-iodobenzyl)oxy)pyridin-2-yl)piperidine-1-carboxylate